COC(=O)C=1NC(=CC1)Br.CC1(OB(OC1(C)C)C1=CC=C(N1)C(=O)OC)C methyl 5-(4,4,5,5-tetramethyl-1,3,2-dioxaborolan-2-yl)-1H-pyrrole-2-carboxylate Methyl-5-bromo-1H-pyrrole-2-carboxylate